ClCCC(=O)NC 3-chloro-N-methyl-propionamide